(2R,3S,4S,5S)-3-(3,4-difluoro-2-methoxy-phenyl)-4,5-dimethyl-5-(trifluoromethyl)tetrahydrofuran FC=1C(=C(C=CC1F)[C@H]1CO[C@@]([C@H]1C)(C(F)(F)F)C)OC